2,6-di-tert-butyl-4-hydroxyphenyl acrylate C(C=C)(=O)OC1=C(C=C(C=C1C(C)(C)C)O)C(C)(C)C